3-morpholino-7-(2,3,5-trifluorophenyl)thieno[2,3-c]pyridine-2-carboxylic acid ethyl ester C(C)OC(=O)C1=C(C=2C(=C(N=CC2)C2=C(C(=CC(=C2)F)F)F)S1)N1CCOCC1